ClP1(OCC(CO1)(C)C)=O 2-chloro-5,5-dimethyl-1,3,2-dioxaphosphorinane 2-oxide